3-bromo-1,1-dimethyl-propyldisulfide BrCCC(C)(C)SSC(CCBr)(C)C